OC1=C(C=CC(=C1)O)S(=O)(=O)C1=C(C=C(C=C1)O)O 2,4-dihydroxyphenyl sulfone